ClC1=CC=C2C(=NC(N(C2=C1)C1=CC(=CS1)C(=O)OC)=O)N(C)C methyl 5-(7-chloro-4-(dimethylamino)-2-oxoquinazolin-1(2H)-yl)thiophene-3-carboxylate